N[C@@H](CC(=O)O)C=1C=C(C=C(C1F)C)C1=C(C=CC=C1C(F)(F)F)C(F)(F)F.FC(C(=O)N[C@@H]1[C@H](CNCC1)C)(OC1=C(C=CC=C1)C)F 2,2-difluoro-N-((3S,4S)-3-methylpiperidin-4-yl)-2-(o-tolyloxy)acetamide (S)-3-amino-3-(4-fluoro-5-methyl-2',6'-bis(trifluoroMethyl)-[1,1'-biphenyl]-3-yl)propionate